2-hydroxy-3-(2-methoxyphenyl)but-3-enoic acid ethyl ester C(C)OC(C(C(=C)C1=C(C=CC=C1)OC)O)=O